3-methyl-1-(trifluoromethyl)-1H-pyrazole-4-carboxylate CC1=NN(C=C1C(=O)[O-])C(F)(F)F